ClC1=CC=C(CNC(=O)NCCCCC2CCN(CC2)C(=O)C2CNC(C2)=O)C=C1 1-(4-chlorobenzyl)-3-(4-(1-(5-oxopyrrolidin-3-carbonyl)piperidin-4-yl)butyl)urea